(E)-alpha-ionone CC1=CCCC(C1/C=C/C(=O)C)(C)C